2,2-dimethyl-3-hydroxypropionaldehyde CC(C=O)(CO)C